(1r,4r)-4-((tert-butoxycarbonyl)amino)cyclohexane-1-carboxylic acid methyl ester COC(=O)C1CCC(CC1)NC(=O)OC(C)(C)C